BrC=1C=C2[C@@H](C[C@@H](NC2=CC1)C)NC(OC(C)C)=O Isopropyl ((2S,4R)-6-bromo-2-methyl-1,2,3,4-tetrahydroquinolin-4-yl)carbamate